O=C1NC(CCC1N1CC2=CC=C(C=C2C1=O)N1CCN(CC1)CCC1CCC(CC1)N1N=C2C=C(C(=CC2=C1)C(=O)NC1=CN=C2N1N=CC=C2)OC)=O 2-((1r,4r)-4-(2-(4-(2-(2,6-Dioxopiperidin-3-yl)-3-oxoisoindolin-5-yl)piperazin-1-yl)ethyl)cyclohexyl)-N-(imidazo[1,2-b]pyridazin-3-yl)-6-methoxy-2H-indazole-5-carboxamide